IC1=CC(N(C=C1)CCC(C(=O)NOC1OCCCC1)(S(=O)(=O)C)C)=O 4-(4-iodo-2-oxopyridin-1(2H)-yl)-2-methyl-2-(methylsulfonyl)-N-((tetrahydro-2H-pyran-2-yl)oxy)butanamide